(aminooxy)acetic acid NOCC(=O)O